C(C)OC([C@@H](NC(=O)C1C(CCC(C1)C)C(C)C)C)=O N-((5-methyl-2-(1-methylethyl)cyclohexyl)carbonyl)alanine ethyl ester